CN(C1=C(C2=C(N=C(N=C2)NC2=C(C=CC=C2)OC)N(C1=O)C1=CC=CC=C1)C#C)C 6-(dimethylamino)-5-ethynyl-2-[(2-methoxyphenyl)amino]-8-phenylpyrido[2,3-d]pyrimidin-7-one